fluoro-5-(7-fluoro-3,4-dihydro-quinolin-1(2H)-yl)-[1,2,4]triazolo[4,3-a]quinazolin-8-amine FC1=NN=C2N1C1=CC(=CC=C1C(=N2)N2CCCC1=CC=C(C=C21)F)N